N-[(2S)-1-Hydroxypropan-2-yl]-3-oxo-2-(pyridin-3-yl)-6-[6-(trifluoromethyl)pyridin-3-yl]-2,3-dihydropyridazine-4-carboxamide OC[C@H](C)NC(=O)C=1C(N(N=C(C1)C=1C=NC(=CC1)C(F)(F)F)C=1C=NC=CC1)=O